O=C1NC(CCC1N1C(C2=CC=C(C=C2C1=O)NCCNC)=O)=O 2-(2,6-dioxopiperidin-3-yl)-5-((2-(methylamino)ethyl)amino)isoindoline-1,3-dione